N-(((2s,5r)-5-aminotetrahydro-2H-pyran-2-yl)methyl)-4-fluorobenzenesulfonamide hydrochloride Cl.N[C@@H]1CC[C@H](OC1)CNS(=O)(=O)C1=CC=C(C=C1)F